O1NCC2C1=CCC2 tetrahydro-4H-cyclopenta[d]isoxazole